3-amino-1-[4-[2-methyl-4-[[3-[3-(trifluoromethyl)-1H-pyrazol-4-yl]imidazo[1,2-a]pyrazin-8-yl]amino]benzoyl]piperazin-1-yl]propan-1-one NCCC(=O)N1CCN(CC1)C(C1=C(C=C(C=C1)NC=1C=2N(C=CN1)C(=CN2)C=2C(=NNC2)C(F)(F)F)C)=O